monoaminophenyl-zinc N[Zn]C1=CC=CC=C1